CC1=C(C=C(O[C@@H](C)[C@H]2N(CC2)C(=O)OC(C)(C)C)C=C1)C(NC1(CC1)C1=C2C=CC=NC2=CC(=C1)C=C)=O tert-Butyl (s)-2-((s)-1-(4-methyl-3-((1-(7-vinylquinolin-5-yl)cyclopropyl)carbamoyl)phenoxy) ethyl)azetidine-1-carboxylate